N-(5-(1-ethoxyvinyl)-1-(phenylsulfonyl)-1H-indol-3-yl)cyclobutanecarboxamide C(C)OC(=C)C=1C=C2C(=CN(C2=CC1)S(=O)(=O)C1=CC=CC=C1)NC(=O)C1CCC1